NCCOC1=C(NC(C2=CC(=CC=C12)F)=O)C1=CC=C(C#N)C=C1 4-[4-(2-amino-ethoxy)-7-fluoro-1-oxo-1,2-dihydro-isoquinolin-3-yl]-benzonitrile